C(C)(C)(C)OC(COC1=C(C(=CC=C1)C)C1CCC(CC1)OCC1N(CCC1=O)C(=O)OC(C)(C)C)=O tert-butyl 2-((((1s,4s)-4-(2-(2-(tert-butoxy)-2-oxoethoxy)-6-methylphenyl)cyclohexyl)oxy)methyl)-3-oxopyrrolidine-1-carboxylate